1-methyl-4,4-bis[(9Z,12Z)-octadeca-9,12-dienoxy]piperidine CN1CCC(CC1)(OCCCCCCCC\C=C/C\C=C/CCCCC)OCCCCCCCC\C=C/C\C=C/CCCCC